C(C)OC1CN(C1)[C@@H]1[C@H](CCCC1)NC=1C=C2CN(C(C2=CC1)=O)C1C(NC(CC1)=O)=O 3-(5-(((1S,2S)-2-(3-ethoxyazetidin-1-yl)cyclohexyl)amino)-1-oxoisoindolin-2-yl)piperidine-2,6-dione